5-(5-amino-3-pyridyl)-1H-pyrazin-2-one NC=1C=C(C=NC1)C=1N=CC(NC1)=O